O=C1NC(CCC1N1C(C2=CC(=C(C=C2C1)NC(C)=O)F)=O)=O N-(2-(2,6-dioxopiperidin-3-yl)-6-fluoro-1-oxoisoindolin-5-yl)acetamide